ClC1=CC2=C(C=3C(O2)=CC2=C(OC4=C2C=CC(=C4)Cl)C3)C=C1 3,9-dichlorodibenzo[d,d']benzo[1,2-b:4,5-b']difuran